3,4-dihydro-2H-pyrimido[1,2-b][1,2]benzothiazole N=1CCCN2SC3=C(C21)C=CC=C3